Triethylsilane tetrakis(pentafluorophenyl)borate FC1=C(C(=C(C(=C1[B-](C1=C(C(=C(C(=C1F)F)F)F)F)(C1=C(C(=C(C(=C1F)F)F)F)F)C1=C(C(=C(C(=C1F)F)F)F)F)F)F)F)F.C(C)[SiH](CC)CC